C(N)(=O)C=1C=CC(=C(C1)B(O)O)Cl 5-CARBAMOYL-2-CHLOROPHENYLBORONIC ACID